FC=1C=C2C(=NC1OCCO)SC(=N2)C2=C1N=CC(=NC1=CC(=C2)C)OC 2-((6-fluoro-2-(2-methoxy-7-methylquinoxalin-5-yl)thiazolo[5,4-b]pyridin-5-yl)oxy)ethanol